IC1=C(C=CC(=C1)OC(F)(F)F)O 2-iodo-4-trifluoromethoxyphenol